N,N-dimethyldichlorophenyl-urea CN(C(=O)NC1=C(C(=CC=C1)Cl)Cl)C